1-(4-(4-fluoro-3-methoxyphenyl)-5-(isopropylthio)thiazol-2-yl)-4-(3-fluorophenyl)-3-methyl-1H-pyrazole-5-carboxylic acid FC1=C(C=C(C=C1)C=1N=C(SC1SC(C)C)N1N=C(C(=C1C(=O)O)C1=CC(=CC=C1)F)C)OC